3-fluoro-6-(4-((3-hydroxy-3-(trifluoromethyl)azetidin-1-yl)sulfonyl)-2-methylphenyl)pyridinecarbonitrile FC=1C(=NC(=CC1)C1=C(C=C(C=C1)S(=O)(=O)N1CC(C1)(C(F)(F)F)O)C)C#N